C1(CC1)C=1C(=NSC1C(=O)NC1=CC(=NC=C1)C(F)(F)F)C1=C(C=CC=C1)F 4-CYCLOPROPYL-3-(2-FLUOROPHENYL)-N-(2-(TRIFLUOROMETHYL)PYRIDIN-4-YL)ISOTHIAZOLE-5-CARBOXAMIDE